C=1C=CC2=CCOC12 6-oxapentalene